CN1C(N(C2=C1C=CC=C2)C)CCCCCCCCC 1,3-dimethyl-2-nonylbenzimidazole